C(C)(C)(C)OC([C@@H](NC([C@@H](NC(C(N)C(=O)OC(C)(C)C)=O)CC1=CC=CC=C1)=O)CCCCNC(COCC(=O)ON1C(CCC1=O)=O)=O)=O 2-(tert-butoxycarbonyl)glycyl-L-phenylalanyl-N6-(2-(2-((2,5-dioxopyrrolidin-1-yl)oxy)-2-oxoethoxy)acetyl)-L-lysine tert-butyl ester